C(#N)C1=C(C=C(OC2C(C(C2(C)C)NC(C2=CC=C(C=C2)C#CC2CCC3(OCCO3)CC2)=O)(C)C)C=C1)OC N-[3-(4-cyano-3-methoxy-phenoxy)-2,2,4,4-tetramethyl-cyclobutyl]-4-[2-(1,4-dioxaspiro[4.5]decan-8-yl)ethynyl]benzamide